N-(4-(4-(3-aminopropanoyl)piperazine-1-carbonyl)-3-chlorophenyl)-5-(1-cyclopropyl-3-(trifluoromethyl)-1H-pyrazol-4-yl)-1-methyl-1H-imidazole-2-carboxamide hydrochloride Cl.NCCC(=O)N1CCN(CC1)C(=O)C1=C(C=C(C=C1)NC(=O)C=1N(C(=CN1)C=1C(=NN(C1)C1CC1)C(F)(F)F)C)Cl